4-(6-chloro-1-(2,4-diisopropyl-6-methylpyrimidin-5-yl)-7-(2-fluorophenyl)-2-oxo-1,2-dihydropyrido[2,3-d]pyrimidin-4-yl)-2,5-dimethylpiperazine-1-carboxylate ClC1=CC2=C(N(C(N=C2N2CC(N(CC2C)C(=O)[O-])C)=O)C=2C(=NC(=NC2C)C(C)C)C(C)C)N=C1C1=C(C=CC=C1)F